N5-(tert-butyl)-N7-(oxetan-3-ylmethyl)-2-(1-(tetrahydro-2H-pyran-2-yl)-1H-pyrazol-5-yl)thieno[3,2-b]pyridin-5,7-diamine C(C)(C)(C)NC1=CC(=C2C(=N1)C=C(S2)C2=CC=NN2C2OCCCC2)NCC2COC2